2-[(3R)-3-methylmorpholin-4-yl]-4-[3-(methylsulfonyl)propoxy]-8-(1H-pyrazol-5-yl)-1,7-naphthyridine C[C@H]1N(CCOC1)C1=NC2=C(N=CC=C2C(=C1)OCCCS(=O)(=O)C)C1=CC=NN1